N=1N2C(C=NC1)=CC(CC2=O)=O pyrido[2,1-F][1,2,4]triazine-6,8-dione